4-amino-7-cyclopropyl-1-[2-(trifluoroethoxy)phenyl]pyrido[2,3-d]pyrimidin-2-one NC=1C2=C(N(C(N1)=O)C1=C(C=CC=C1)OCC(F)(F)F)N=C(C=C2)C2CC2